NC1=C(C=C(C=N1)NC(C(=O)N1[C@H](CC[C@@H](C1)C)C1=CC(=CC=C1)C1CN(CC1)C)=O)CC N-(6-amino-5-ethylpyridin-3-yl)-2-((2R,5S)-5-methyl-2-(3-(1-methylpyrrolidin-3-yl)phenyl)piperidin-1-yl)-2-oxoacetamide